azaphenanthrobenzofurane O1N=CC2=C1C1=C(C=C2)C=2C=CC=3C=CC=CC3C2C=C1